6-(7-((2-Methyl-6-(trifluoromethyl)pyridin-3-yl)sulfonyl)-7-azaspiro[3.5]nonan-2-yl)-2-oxa-6-azaspiro[3.3]heptane CC1=NC(=CC=C1S(=O)(=O)N1CCC2(CC(C2)N2CC3(COC3)C2)CC1)C(F)(F)F